CC1CC=2C(=C3C=CNC3=CC2)O1 methyl-2H,3H,6H-furo[2,3-e]indole